[Cl-].C(C)N1C(=[N+](C=C1)C)C 1-ethyl-2,3-dimethylimidazolium chloride